C(C1=CC=CC=C1)OC(=O)N[C@@H](C(=O)OCC1=CC=CC=C1)CNC(=O)C1=CC2=NC=CC(=C2S1)CF (R)-benzyl 2-(((benzyloxy)carbonyl)amino)-3-(7-(fluoromethyl)thieno[3,2-b]pyridine-2-carboxamido)propanoate